CC=1C=C2NC=C(CCN)C2=CC1 6-methyltryptamine